CC1=CC=C(C=C1)C=CC(C=C)=O 5-(4-methylphenyl)-1,4-pentadien-3-one